FC1=CC=C(C=C1)C(C1CCN(CC1)C(=O)OC(C)(C)C)C1=NC(=NO1)C(F)(F)F tert-Butyl 4-((4-fluorophenyl)(3-(trifluoromethyl)-1,2,4-oxadiazol-5-yl)methyl)piperidine-1-carboxylate